(trimethylsilylmethylcyclopentadiene) hafnium [Hf].C[Si](C)(C)CC1=CC=CC1